6-Methyl-3,7,8,9,10,10a-hexahydro-2H-isochromeno[1,8-cd]azepin-9-ium chloride [Cl-].CC1=CC=C2CCOC3C[NH2+]CCC1=C32